N-(3-cyclopropyl-1H-pyrazol-5-yl)-2-(1-(pyridin-2-yl)-1H-pyrazol-3-yl)acetamide C1(CC1)C1=NNC(=C1)NC(CC1=NN(C=C1)C1=NC=CC=C1)=O